C(C)(C)(C)OC(NCC(NC(=O)OC(C)(C)C)C(NC1=CC=C(C=C1)C=1SC2=C(N1)C=CC=C2)=O)=O [2-(4-benzothiazol-2-ylphenylcarbamoyl)-2-tert-butoxycarbonylamino-ethyl]-carbamic acid tertbutyl ester